N1(CCCCC1)C(=O)C=1C=NN2C1C=CC=C2C=2C=NN(C2)CC2=NOC(N2)=O 3-((4-(3-(piperidine-1-carbonyl)pyrazolo[1,5-a]pyridin-7-yl)-1H-pyrazol-1-yl)methyl)-1,2,4-oxadiazol-5(4H)-one